COC=1C=C(C=C(C1OC)OC)OC(CC)=O.C(C(O)C1=CC=CC=C1)(=O)O mandelic acid 3,4,5-trimethoxyphenylpropanoate